FC=1C=C2CCN(CC2=CC1)CC=1OC=C(C(C1)=O)O ((6-fluoro-3,4-dihydroisoquinolin-2(1H)-yl)methyl)-5-hydroxy-4H-pyran-4-one